(5-methylsulfonyl-3-pyridyl)boronic acid CS(=O)(=O)C=1C=C(C=NC1)B(O)O